C(CCCCCCC)OC(CCC(=O)OCCCCCCN(CCCCCCCC(=O)OCCC(CCC=C(C)C)C)CCO)OCCCCCCCC 3,7-dimethyloct-6-en-1-yl 8-((6-((4,4-bis(octyloxy)butanoyl)oxy)hexyl)(2-hydroxyethyl)amino)octanoate